7-(1-hydroxyethyl)pyrrolo[1,2-a]quinoxalin-4(5H)-one OC(C)C=1C=C2NC(C=3N(C2=CC1)C=CC3)=O